C(C)OC(C(C=C(CBr)OC)=O)=O 5-bromo-4-methoxy-2-oxopent-3-enoic acid ethyl ester